C(C1=CC=CC=C1)OC1=CC(=C(C(=C1)F)C1(COC1)O)F 3-[4-(benzyloxy)-2,6-difluorophenyl]oxetan-3-ol